[Na+].[N+](=O)([O-])C=1C=C(C=CC1)S(=O)(=O)[O-] m-nitrobenzenesulfonate sodium salt